3-((5,6-difluoro-1H-benzo[d]imidazol-2-yl)amino)-N-hydroxybenzamide FC1=CC2=C(NC(=N2)NC=2C=C(C(=O)NO)C=CC2)C=C1F